benzotriazol hexafluorophosphate F[P-](F)(F)(F)(F)F.N1N=NC2=C1C=CC=C2